(S)-(7-(2-hydroxy-2-methylpropyloxy)-5-methyl-4-oxo-2,3,4,5-tetrahydrobenzo[b][1,4]oxazepin-3-yl)carbamic acid tert-butyl ester C(C)(C)(C)OC(N[C@@H]1C(N(C2=C(OC1)C=CC(=C2)OCC(C)(C)O)C)=O)=O